CN(C1=CC=CC=C1)C1=CC=C(C=O)C=C1 4-(N-methyl-N-phenylamino)benzaldehyde